ClC=1C=C2C=CN(C2=C(C1F)F)C1(CNC1)C 5-chloro-6,7-difluoro-N-(3-methylazetidin-3-yl)-1H-indole